C(CCCCCCCC=CCCCCCCCC)(=O)N[C@@H](CC1=CNC=N1)C(=O)O N-[octadec-9-enoyl]histidine